Hexane-1,6-diyl dimethanesulfonate CS(=O)(=O)OCCCCCCOS(=O)(=O)C